C(C)OC(=O)C=1[C@@H](N=C(NC1CBr)C=1SC=CN1)C1=CC(=C(C=C1)F)F (S)-6-(bromomethyl)-4-(3,4-difluorophenyl)-2-(thiazol-2-yl)-1,4-dihydropyrimidine-5-carboxylic acid ethyl ester